N-((1R,3R,5S)-8-(4-aminocyclohexylsulfonyl)-8-aza-bicyclo[3.2.1]oct-3-yl)-2,2-difluorobenzo[d][1,3]dioxole-5-carboxamide trifluoroacetate FC(C(=O)O)(F)F.NC1CCC(CC1)S(=O)(=O)N1[C@H]2CC(C[C@@H]1CC2)NC(=O)C2=CC1=C(OC(O1)(F)F)C=C2